2-(4-((4-(3-fluoro-4-(trifluoromethyl)phenyl)-5-oxo-4,5-dihydro-1H-1,2,4-triazol-1-yl)methyl)-2-methylphenoxy)-2-methylpropanoic acid FC=1C=C(C=CC1C(F)(F)F)N1C=NN(C1=O)CC1=CC(=C(OC(C(=O)O)(C)C)C=C1)C